2-vinylthio-5-methylthiobenzoxazole C(=C)SC=1OC2=C(N1)C=C(C=C2)SC